ClC=1C=C2C(=NC1OC)C=C(N2C)C2=NN=CN2 6-chloro-5-methoxy-1-methyl-2-(4H-1,2,4-triazol-3-yl)-1H-pyrrolo[3,2-b]pyridine